6-(1-chloro-5-methoxy-9-oxo-9,10-dihydroacridine-4-carboxamido)hexanoic acid ClC1=CC=C(C=2NC3=C(C=CC=C3C(C12)=O)OC)C(=O)NCCCCCC(=O)O